4-Oxo-4-(prop-2-yn-1-ylamino)butyric acid O=C(CCC(=O)O)NCC#C